2-(2-aminothiazol-4-yl)-1-(5-(4-(trifluorometh-yl)phenoxy)-3,4-dihydro-isoquinolin-2(1H)-yl)-ethan-1-one NC=1SC=C(N1)CC(=O)N1CC2=CC=CC(=C2CC1)OC1=CC=C(C=C1)C(F)(F)F